3-methyl-5-(trifluoromethylphenyl)-7-oxabicyclo[2.2.1]heptane-2-carboxamide CC1C(C2CC(C1O2)C2=C(C=CC=C2)C(F)(F)F)C(=O)N